(2R,3R)-N,N-BIS(4-METHOXYBENZYL)-3-METHYL-1-(TETRAHYDRO-2H-PYRAN-4-YL)HEX-5-ENE-2-SULFONAMIDE COC1=CC=C(CN(S(=O)(=O)[C@H](CC2CCOCC2)[C@@H](CC=C)C)CC2=CC=C(C=C2)OC)C=C1